1-(5,6-Dimethoxypyridazin-3-yl)piperidine-4-carbaldehyde COC=1C=C(N=NC1OC)N1CCC(CC1)C=O